butylamino valerate imidazole salt N1C=NC=C1.C(CCCC)(=O)ONCCCC